CC(=CC)CC cis-3-methylpent-2-en